3-((hexadecyl-15,15,16,16,16-d5)thio)propyl hydrogen ((((R)-1-(6-amino-9H-purin-9-yl)propan-2-yl)oxy)methyl)phosphonate NC1=C2N=CN(C2=NC=N1)C[C@@H](C)OCP(OCCCSCCCCCCCCCCCCCCC(C([2H])([2H])[2H])([2H])[2H])(O)=O